2,6-dimethylpyridin CC1=NC(=CC=C1)C